OC=1C(=CC2=C(OCO2)C1)C1=C(C(=CC2=CC(=C(C=C12)OC)OC)CO)C(=O)Cl 1-(6-hydroxybenzo[d][1,3]dioxol-5-yl)-3-(hydroxymethyl)-6,7-dimethoxy-2-naphthoyl chloride